L-glutamine sodium salt [Na+].N[C@@H](CCC(N)=O)C(=O)[O-]